C1(=CC=C(C=C1)CC[AlH2])C p-Tolylethylaluminum hydride